2-(4-isopropylpiperazin-1-yl)benzo[d]oxazol-6-amine C(C)(C)N1CCN(CC1)C=1OC2=C(N1)C=CC(=C2)N